CS(=O)(=O)C1=CC=C(C=C1)C(CSC1=NN=NN1C1=CC=C(C(=O)O)C=C1)=O 4-(5-((2-(4-(methylsulfonyl)phenyl)-2-oxoethyl)thio)-1H-tetrazol-1-yl)benzoic acid